15-(4-Aminobutyl)-19-(2-((1,2-Dimethylhydrazino)methyl)-1H-indol-1-yl)-2,3-dimethyl-4,14,17-trioxo-7,10-dioxa-3,13,16-triaza-nonadecane-1-oic acid NCCCCC(C(NCCOCCOCCC(N(C(C(=O)O)C)C)=O)=O)NC(CCN1C(=CC2=CC=CC=C12)CN(NC)C)=O